(4-bromo-3-(hydroxymethyl)phenoxy)benzyl alcohol BrC1=C(C=C(OC(C2=CC=CC=C2)O)C=C1)CO